FC(CC=1C=C(C=CC1)C1CCN(CC1)C(=O)C1CC2(C1)NCOC2)(F)F (2s,4s)-2-(4-(3-(2,2,2-Trifluoroethyl)phenyl)piperidine-1-carbonyl)-7-oxa-5-azaspiro[3.4]octan